C1(CC1)NC(=O)C=1C=C(C2=C([C@@H](CO2)C2=CC(=CC=C2)F)C1)C(=O)NC |o1:11| (S*)-N5-cyclopropyl-3-(3-fluorophenyl)-N7-methyl-2,3-dihydrobenzofuran-5,7-dicarboxamide